O=C1NC(CCC1N1C2=C(C3=CC(=CC=C13)NC(OCC)=O)C=CC=N2)=O ethyl (9-(2,6-dioxopiperidin-3-yl)-9H-pyrido[2,3-b]indol-6-yl)carbamate